N-((1S,2S)-2-((tert-butyldimethylsilyl)oxy)cyclohexyl)-3-methoxyaniline [Si](C)(C)(C(C)(C)C)O[C@@H]1[C@H](CCCC1)NC1=CC(=CC=C1)OC